N1(N=CC=C1)C1=CC=C(C=C1)CC(C(=O)O)NC(=O)OC(C)(C)C 3-(4-(1H-pyrazol-1-yl)phenyl)-2-(tert-butoxycarbonylamino)propionic acid